4-((7-Methyl-7H-pyrrolo[2,3-D]pyrimidin-4-yl)oxy)aniline CN1C=CC2=C1N=CN=C2OC2=CC=C(N)C=C2